4-(4-methoxyphenylthio)-3-trimethylsilyl-coumarin COC1=CC=C(C=C1)SC1=C(C(OC2=CC=CC=C12)=O)[Si](C)(C)C